CC=1C=C(C(N(N1)C=1C=C(C=CC1)C)=O)C(=O)C1C(CCCC1=O)=O 2-[6-methyl-3-oxo-2-(m-tolyl)pyridazine-4-carbonyl]cyclohexane-1,3-dione